NC[C@H](C(C)(O)C)F (3R)-4-amino-3-fluoro-2-methyl-butan-2-ol